sodium N-methyl-amide C[NH-].[Na+]